indenobenzodiazepine N1=NC=CC=C2C1=C1C(C=C2)=C2C=CC=CC2=C1